4-(5-(2-cyclopentylethyl)-1,2,4-oxadiazol-3-yl)-2-nitro-N-(3-(pyrrolidine-1-yl)propyl)aniline C1(CCCC1)CCC1=NC(=NO1)C1=CC(=C(NCCCN2CCCC2)C=C1)[N+](=O)[O-]